CN1C(C2=C(C=C1)C(=CN2)C2=NC(=NC=C2C(F)(F)F)NC2CNCCC2)=O 6-methyl-3-{2-[(piperidin-3-yl)amino]-5-(trifluoromethyl)pyrimidin-4-yl}-1H,6H,7H-pyrrolo[2,3-c]pyridine-7-on